ClC1=C(C(=O)OC)C=C(C=C1)N(C(=O)C1=CC=2N(C=C1)N=CC2C2=C(C=C(C=C2)C(N)=O)C)C Methyl 2-chloro-5-(N-methyl-3-(2-methyl-4-(carbamoyl)phenyl)pyrazolo[1,5-a]pyridine-5-carboxamido)benzoate